5-[2-[2-[tert-butyl(dimethyl)silyl]oxyethoxy]phenyl]-2-fluoroaniline [Si](C)(C)(C(C)(C)C)OCCOC1=C(C=CC=C1)C=1C=CC(=C(N)C1)F